calcium carbonate sodium benzoate C(C1=CC=CC=C1)(=O)[O-].[Na+].C([O-])([O-])=O.[Ca+2]